C(C1=C(C(=CC(=C1)C(C)(C)CC(C)(C)C)N1N=C2C(=N1)C=CC=C2)O)C2=C(C(=CC(=C2)C(C)(C)CC(C)(C)C)N2N=C1C(=N2)C=CC=C1)O methylenebis[6-(2H-benzotriazol-2-yl)-4-t-octylphenol]